[[2-[(2R,5S)-5-methyl-2-[4-(methylamino)phenyl]-1-piperidyl]-2-oxo-acetyl]amino]pyridine-3-carboxamide C[C@H]1CC[C@@H](N(C1)C(C(=O)NC1=NC=CC=C1C(=O)N)=O)C1=CC=C(C=C1)NC